1-(6-bromopyridin-2-yl)ethan-1-ol BrC1=CC=CC(=N1)C(C)O